3-[5'-(2-cyanopropan-2-yl)-5-fluoro[3,3'-bipyridin]-2-yl]-3-methoxy-5,5-dimethyl-6-oxocyclohex-1-ene-1-carbonitrile C(#N)C(C)(C)C=1C=C(C=NC1)C=1C(=NC=C(C1)F)C1(C=C(C(C(C1)(C)C)=O)C#N)OC